5-(4-((3-(cyanomethyl)-2-oxo-2,3-dihydro-1H-pyrimido[4,5,6-de]quinazolin-8-yl)methyl)piperazin-1-yl)-N-cyclopropyl-6-methylpicolinamide C(#N)CN1C(NC2=CC(=CC=3C2=C1N=CN3)CN3CCN(CC3)C=3C=CC(=NC3C)C(=O)NC3CC3)=O